tert-butyl 3-[2-[2-[2-[2-[(2-bromoacetyl)-methyl-amino]ethoxy]ethoxy]ethoxy]ethoxy]propanoate BrCC(=O)N(CCOCCOCCOCCOCCC(=O)OC(C)(C)C)C